(9H-fluoren-9-yl)methyl ((2S,3S)-1-(benzyl(2,2-diethoxyethyl)amino)-3-methyl-1-oxopentan-2-yl)carbamate C(C1=CC=CC=C1)N(C([C@H]([C@H](CC)C)NC(OCC1C2=CC=CC=C2C=2C=CC=CC12)=O)=O)CC(OCC)OCC